BrC=1C=C(C=CC1)C1=NC(=CC2=C1[C@H](N(C2)[S@](=O)C(C)(C)C)CCO[Si](C2=CC=CC=C2)(C2=CC=CC=C2)C(C)(C)C)C(=O)OCC ethyl (R)-4-(3-bromophenyl)-3-(2-((tert-butyldiphenylsilyl)oxy)ethyl)-2-((R)-tert-butylsulfinyl)-2,3-dihydro-1H-pyrrolo[3,4-c]pyridine-6-carboxylate